2-(2-methylphenyl)phthalazine 2-(methoxymethyl)pyrrolidine-1-carboxylate COCC1N(CCC1)C(=O)O.CC1=C(C=CC=C1)N1CC2=CC=CC=C2C=N1